(6S,7S)-N-(1,1-difluoro-2-methylpropan-2-yl)-6-((2-fluoro-[1,1'-biphenyl]-3-yl)methyl)-7-((fluoromethyl)sulfonamido)-5-azaspiro[2.4]heptane-5-carboxamide FC(C(C)(C)NC(=O)N1CC2(CC2)[C@@H]([C@@H]1CC=1C(=C(C=CC1)C1=CC=CC=C1)F)NS(=O)(=O)CF)F